BrC1=NC(=CC(=C1)C(=O)OC(C)(C)C)N1CCN(CC1)C(CC)=O tert-Butyl 2-bromo-6-(4-propanoylpiperazin-1-yl)pyridine-4-carboxylate